C(C)(C)(C)OC(=O)N1CC[C@@H](CCC1)C1=CC=C(C=C1)C(C)C |r| (rac)-4-[4-(propan-2-yl)phenyl]azepane-1-carboxylic acid tert-butyl ester